((4-bromophenyl)methyl-d2)-N-(2,2-dimethoxyethyl)-4-methylbenzenesulfonamide BrC1=CC=C(C=C1)C([2H])([2H])C1=C(C=CC(=C1)C)S(=O)(=O)NCC(OC)OC